3-hydroxy-5-(oxazolidin-4-yl)cyclohex-2-en-1-one OC1=CC(CC(C1)C1NCOC1)=O